CC1=C(C=NN1C1OCCCC1)C1=NC2=CC=CC=C2N=C1 2-(5-methyl-1-tetrahydropyran-2-yl-pyrazol-4-yl)quinoxaline